O=C1NC=C(C(N1)=O)C1=CC=2C(=NC=C(C2N2CC(CC2)OCCN2CCCCC2)C#N)S1 2-(2,4-Dioxo-1H-pyrimidin-5-yl)-4-[3-[2-(1-piperidyl)ethoxy]pyrrolidin-1-yl]thieno[2,3-b]pyridine-5-carbonitrile